FC=1C(=C(C(=O)N)C=C(C1F)CC1=C(C(=NC=C1)NS(NC)(=O)=O)F)NC1=C(C=C(C=C1)C#C[Si](C)(C)C)F 3,4-Difluoro-5-[[3-Fluoro-2-(methylsulfamoylamino)Pyridine-4-yl]Methyl]-2-[2-Fluoro-4-(2-trimethylsilylethynyl)anilino]benzamide